C(C=C)(=O)N[C@@H]1[C@@H](CCC1)NC(=O)C=1SC=2N=CC=C3N(C(NC1C23)=O)C=2C(=NC(=CC2)OC2=NC=CC=N2)C N-((1R,2S)-2-Acrylamidocyclopentyl)-5-(2-methyl-6-(pyrimidin-2-yloxy)pyridin-3-yl)-4-oxo-4,5-dihydro-3H-1-thia-3,5,8-triazaacenaphthylene-2-carboxamide